N1(C=NC=C1)C=1C=C(C=C(C1)C)NC1=CC=NC2=CC(=C(C=C12)C(=O)N)OC 4-((3-(1H-Imidazol-1-yl)-5-methylphenyl)amino)-7-methoxyquinoline-6-carboxamide